BrC1=NC2=C(N=C(C=C2C=C1)N(C(OC(C)(C)C)=O)C(=O)NC=1C=C2C=CC(=NC2=C(N1)N1CCC(CC1)(F)F)Br)N1CCC(CC1)(F)F tert-butyl N-[2-bromo-8-(4,4-difluoropiperidin-1-yl)-1,7-naphthyridin-6-yl]-N-{[2-bromo-8-(4,4-difluoropiperidin-1-yl)-1,7-naphthyridin-6-yl]aminocarbonyl}Carbamate